COC(=O)C1=CC(=C(C=C1)NC(=O)C1CC12CCN(CC2)C(=O)OC(C)(C)C)NC[C@H]2OCC2 Tert-butyl 1-((4-(methoxycarbonyl)-2-(((S)-oxetan-2-ylmethyl) amino) phenyl) carbamoyl)-6-azaspiro[2.5]octane-6-carboxylate